ClC=1C=C(C=CC1F)NC(N(C)CC1=CN=C(C2=CC=CC=C12)Cl)=O 3-(3-Chloro-4-fluorophenyl)-1-((1-chloroisoquinolin-4-yl)methyl)-1-methylurea